FC(C=1C=C(CN2C=CC=3C2=NC=CC3)C=CC1)(F)F 1-(3-(trifluoromethyl)benzyl)-1H-pyrrolo[2,3-b]pyridin